21-(acryloyloxy)-heneicosyl methacrylate C(C(=C)C)(=O)OCCCCCCCCCCCCCCCCCCCCCOC(C=C)=O